ClC=1C(=NC=C(C1[C@@H](C)OC=1C=C2C(=NNC2=CC1)C1=CC2=C(OC3(CCN(CC3)CC(F)(F)F)OC2)C=C1)Cl)C 6-[5-[(1R)-1-(3,5-dichloro-2-methyl-4-pyridyl)ethoxy]-1H-indazol-3-yl]-1'-(2,2,2-trifluoro-ethyl)spiro[4H-1,3-benzodioxine-2,4'-piperidine]